γ-isocyanatopropyltrichlorosilane N(=C=O)CCC[Si](Cl)(Cl)Cl